trialuminum phosphate P(=O)([O-])([O-])[O-].[Al+3].[Al+3].[Al+3].P(=O)([O-])([O-])[O-].P(=O)([O-])([O-])[O-]